NS(=NC(CC1=C(C=C(C=C1CCC)F)CCC)=O)(=O)C1=CN=C(S1)C(C)(C)O N-(amino(2-(2-hydroxypropan-2-yl)thiazol-5-yl)(oxo)-λ6-sulfaneylidene)-2-(4-fluoro-2,6-dipropylphenyl)acetamide